C12CNCC(CC1)N2C2=CC=C(C=N2)C#N 6-(3,8-diazabicyclo[3.2.1]oct-8-yl)pyridine-3-carbonitrile